(4-aminopyrimidin-2-yl)-2,4-dimethylpiperidin-4-ol NC1=NC(=NC=C1)N1C(CC(CC1)(O)C)C